N-(quinolin-8-yl)-2,2-dimethyl-3-butenamide N1=CC=CC2=CC=CC(=C12)NC(C(C=C)(C)C)=O